((3r,4r)-4-methoxypyrrolidine-3-yl)-carbamic acid tert-butyl ester C(C)(C)(C)OC(N[C@@H]1CNC[C@H]1OC)=O